N-[4-(1-tert-Butyl-pyrrolidin-3-yl)-phenyl]-6-methyl-5-(4-pyridin-3-yl-pyrimidin-2-ylamino)-nicotinamide C(C)(C)(C)N1CC(CC1)C1=CC=C(C=C1)NC(C1=CN=C(C(=C1)NC1=NC=CC(=N1)C=1C=NC=CC1)C)=O